2-(4-cyclopropyl-6-methoxy-pyrimidin-5-yl)-5-(2-methoxyethyl)-4-[[4-[1-methyl-4-(trifluoromethyl)imidazol-2-yl]phenyl]methoxy]pyrrolo[3,2-d]pyrimidine C1(CC1)C1=NC=NC(=C1C=1N=C(C2=C(N1)C=CN2CCOC)OCC2=CC=C(C=C2)C=2N(C=C(N2)C(F)(F)F)C)OC